CC[C@@]12[C@H](CC[C@H]1[C@@H]1CCC3=CCCC[C@@H]3[C@H]1C(C2)=C)O 18-methyl-11-methyleneestra-4-en-17β-ol